FC1=C(C=CC=C1)C1=CC=CC=C1 2-Fluorobiphenyl